NC1CCN(CC1)CC(=O)O 4-amino-(1-carboxymethylpiperidine)